COC=1C=C(C=CC1)CC(=O)N[C@@H](C(C)C)C(=O)N[C@H](CCC(=O)OCC)C(=O)OCC Diethyl (2-(3-methoxyphenyl)acetyl)-L-valyl-D-glutamate